α-dimethylstyrene CC1=CC=C(C=C1)C(=C)C